N-[(5-methyl-1,3,4-oxadiazol-2-yl)methyl]-6-(5-methylthiazol-2-yl)pyrido[2,3-d]pyrimidin-4-amine CC1=NN=C(O1)CNC=1C2=C(N=CN1)N=CC(=C2)C=2SC(=CN2)C